N1=CN=C(C=C1)N1C[C@@H](CC1)C=O [(3R)-1-pyrimidin-4-ylpyrrolidin-3-yl]methanone